C1(CCC1)CN(C(OC(C)(C)C)=O)[C@H]1CN(CCC1)C=1C=NC(=CC1)C1(COC1)N1N=NC(=C1)C1=NC(=CN=C1)N1CCCC1 tert-butyl (R)-(cyclobutylmethyl)(1-(6-(3-(4-(6-(pyrrolidin-1-yl)pyrazin-2-yl)-1H-1,2,3-triazol-1-yl)oxetan-3-yl)pyridin-3-yl)piperidin-3-yl)carbamate